5-chloro-3-(cyanomethyl)-1H-indole-1-carboxylic acid tert-butyl ester C(C)(C)(C)OC(=O)N1C=C(C2=CC(=CC=C12)Cl)CC#N